N-(6-(5-chloro-6-fluoro-7-(1-formamidoethyl)-1H-indazol-4-yl)imidazo[1,2-a]pyrazin-2-yl)-2-fluorocyclopropane-1-carboxamide ClC=1C(=C2C=NNC2=C(C1F)C(C)NC=O)C=1N=CC=2N(C1)C=C(N2)NC(=O)C2C(C2)F